4-[cyclopropyl-[4-(5,6,7,8-tetrahydro-1,8-naphthyridin-2-yl)butyl]amino]-2-(2-phenylethoxycarbonylamino)butanoic acid C1(CC1)N(CCC(C(=O)O)NC(=O)OCCC1=CC=CC=C1)CCCCC1=NC=2NCCCC2C=C1